N1(CCC1)CC1=CC(=C(C=C1)N1C=NC(=C1)C1=NC(=NC=C1C(F)(F)F)NC1CCN(CC1)S(=O)(=O)C1CC1)Cl (1-(4-(azetidin-1-ylmethyl)-2-chlorophenyl)-1H-imidazol-4-yl)-N-(1-(cyclopropylsulfonyl)piperidin-4-yl)-5-(trifluoromethyl)pyrimidin-2-amine